O=C1NC(CCC1C1=CC=C(C=C1)C1CCN(CC1)C1CCN(CC1)CCCCC=1C=C2C(N(C(C2=CC1)=O)[C@H](CS(=O)(=O)C)C1=CC(=C(C=C1)OC)OCC)=O)=O 5-(4-(4-(4-(2,6-dioxopiperidin-3-yl)phenyl)-[1,4'-bipiperidin]-1'-yl)butyl)-2-((S)-1-(3-ethoxy-4-methoxyphenyl)-2-(methylsulfonyl)ethyl)isoindoline-1,3-dione